OCC(O)CO racemic-glycerol